C([C@@H]1[C@@H]([C@@H](C(O1)(CO)O)O)O)OP(=O)([O-])[O-] The molecule is an organophosphate oxoanion that is the dianion of D-tagatofuranose 6-phosphate. It has a role as a human metabolite. It is a conjugate base of a D-tagatofuranose 6-phosphate.